C(C1=CC=CC=C1)OC1=C(C=CC=C1)C1=CC(=C(C=C1F)F)C[C@]1(C[C@H](CC1)NS(=O)(=O)C)C(=O)N (1R,3S)-1-((2'-(benzyloxy)-4,6-difluoro-[1,1'-biphenyl]-3-yl)methyl)-3-(methylsulfonamido)cyclopentane-1-carboxamide